FC=1C(=NC(=NC1)NC1=CC=CC=C1)NC=1C=C(C=CC1)NC(C=C)=O N-(3-(5-fluoro-2-(phenylamino)pyrimidin-4-ylamino)phenyl)acrylamide